diethyl [2-(indol-3-yl)-2-oxoethyl] phosphate P(=O)(OCC)(OCC)OCC(=O)C1=CNC2=CC=CC=C12